C1(C=CCCCCC1)(CO)CO cyclooctenedimethanol